1-(4-(2,3-dimethylphenyl)piperazin-1-yl)-2-(3-(4-fluoro-4-(hydroxymethyl)piperidine-1-carbonyl)-4,5,6,7-tetrahydro-1H-indazol-1-yl)ethanone CC1=C(C=CC=C1C)N1CCN(CC1)C(CN1N=C(C=2CCCCC12)C(=O)N1CCC(CC1)(CO)F)=O